2-methyl-3-(4-sulfamoylphenyl)cyclopropanecarboxylic acid CC1C(C1C1=CC=C(C=C1)S(N)(=O)=O)C(=O)O